glycerol dimyristoate C(CCCCCCCCCCCCC)(=O)OCC(OC(CCCCCCCCCCCCC)=O)CO